C(C)(C)(C)OC(NC=1N=C2N(C(=CC=C2)Br)C1)=O tert-butyl(5-bromoimidazo[1,2-a]pyridin-2-yl)carbamate